[OH-].[F-].[Al+2] Aluminum fluoride hydroxide